4-[(3S)-2-(Piperidine-4-carbonyl)isoxazolidin-3-yl]furan-2-carbonitrile TrifluoroAcetic Acid Salt FC(C(=O)O)(F)F.N1CCC(CC1)C(=O)N1OCC[C@H]1C=1C=C(OC1)C#N